tert-Butyl 6-chloro-3-[[(1R)-1-[3,6-dimethyl-2-(1-methylindazol-5-yl)-4-oxo-chromen-8-yl]ethyl]amino]pyridine-2-carboxylate ClC1=CC=C(C(=N1)C(=O)OC(C)(C)C)N[C@H](C)C=1C=C(C=C2C(C(=C(OC12)C=1C=C2C=NN(C2=CC1)C)C)=O)C